5-((6-(4-(4-cyclopropyl-1H-pyrazol-1-yl)piperidin-1-yl)-6-oxohexyl)amino)-2-(2,6-dioxopiperidin-3-yl)isoindoline-1,3-dione C1(CC1)C=1C=NN(C1)C1CCN(CC1)C(CCCCCNC=1C=C2C(N(C(C2=CC1)=O)C1C(NC(CC1)=O)=O)=O)=O